6-[(7R)-4-azaspiro[2.5]octan-7-yl]-2-(6-hydroxy-2,7-dimethyl-indazol-5-yl)-1,6-naphthyridin-5-one C1CC12NCC[C@H](C2)N2C(C=1C=CC(=NC1C=C2)C2=CC1=CN(N=C1C(=C2O)C)C)=O